N-((4-(6-(6-(difluoromethyl)imidazo[1,2-b]pyridazin-3-yl)pyrimidin-4-yl)-5,5-dimethylmorpholin-2-yl)methyl)methanesulfonamide FC(C=1C=CC=2N(N1)C(=CN2)C2=CC(=NC=N2)N2CC(OCC2(C)C)CNS(=O)(=O)C)F